di(2-propynyl) carbonate C(OCC#C)(OCC#C)=O